2-(1-naphthylmethyl)-4-phenylimidazole C1(=CC=CC2=CC=CC=C12)CC=1NC=C(N1)C1=CC=CC=C1